FC1=C(C=CC(=C1)F)N1N=C(C(C1(C(=O)NCC1CN(CCO1)C)C)C=1OC(=CC1)C(NC)=O)C1=C(C=C(C=C1)F)F 1,3-bis(2,4-difluorophenyl)-5-methyl-4-(5-(methylcarbamoyl)furan-2-yl)-N-((4-methylmorpholin-2-yl)methyl)-4,5-dihydro-1H-pyrazole-5-carboxamide